hexafluorotetracyanonaphthoquinone FC1C(C(C2(C(C(C(C(C2=C1)=O)(C#N)F)(C#N)F)=O)F)(C#N)F)(C#N)F